FC(C1=NN=C(O1)C=1C=CC(=NC1)CN(C(=O)C1(CN(C1)C1CCN(CC1)C(C)C)F)C1=CC=CC=C1)F N-((5-(5-(difluoromethyl)-1,3,4-oxadiazol-2-yl)pyridin-2-yl)methyl)-3-fluoro-1-(1-isopropylpiperidin-4-yl)-N-phenylazetidin-3-carboxamide